FC1=CC=C(CC2CCN(CC2)C(C(=O)O)=O)C=C1 [4-(4-Fluorobenzyl)-piperidin-1-yl]-oxo-acetic acid